C(C)(C)(C)OC([C@H](CCS(=O)(=N)CCC(C(F)(F)F)C1=CC=C(C=C1)CCC(F)(F)F)NC(=O)OC(C)(C)C)=O.BrC1=CC=CC=2N=C(NC21)C21C=CC(CC2)C1 bromonorbornenyl-benzimidazole (2s)-tert-butyl-2-((tert-butoxycarbonyl)amino)-4-(4,4,4-trifluoro-3-(4-(3,3,3-trifluoropropyl)phenyl)butylsulfonimidoyl)butanoate